BrC=1SC=2CN(CCC2N1)C1=C(C=CN=N1)C 6-(2-bromo-6,7-dihydrothiazolo[5,4-c]pyridin-5(4H)-yl)-5-methylpyridazine